3,3-Dibutyl-5-(4-fluorophenyl)-8-(hydroxymethyl)-7-methoxy-2,3,4,5-tetrahydro-1,5-benzothiazepine 1,1-dioxide C(CCC)C1(CS(C2=C(N(C1)C1=CC=C(C=C1)F)C=C(C(=C2)CO)OC)(=O)=O)CCCC